C(C=C)(=O)N1CC(CC1)C1=C(C=2C(=NC=C(C2N1C)C#N)N)C1=CC(=C(C(=O)NCC(F)(F)F)C=C1)OC 4-(2-(1-acryloylpyrrolidin-3-yl)-4-amino-7-cyano-1-methyl-1H-pyrrolo[3,2-c]pyridin-3-yl)-2-methoxy-N-(2,2,2-trifluoroethyl)benzamide